N-(6-((2S,6R)-2,6-diethylmorpholino)-2-methylpyridin-3-yl)-8-azabicyclo[3.2.1]octan-3-amine C(C)[C@@H]1O[C@@H](CN(C1)C1=CC=C(C(=N1)C)NC1CC2CCC(C1)N2)CC